5-(4-(4-cyanophenyl)piperidine-1-carbonyl)-2-cyclobutyl-4-methylbenzoyl-hydrazine C(#N)C1=CC=C(C=C1)C1CCN(CC1)C(=O)C=1C(=CC(=C(C(=O)NN)C1)C1CCC1)C